C(C)N1C=C(C(C(=C1)C(=O)OC)C1=C(C=CC=C1)[N+](=O)[O-])C(=O)OC 1-ethyl-3,5-dimethoxycarbonyl-4-(2-nitrophenyl)-1,4-dihydropyridine